F[C@H]1CN(CC[C@H]1NC1=CC=CN2C(=C(C=C12)C1=NOC(=N1)CNC(=O)C1=CN=C(O1)N1CCOCC1)SC(F)(F)F)C N-{[3-(8-{[(3S,4R)-3-fluoro-1-methylpiperidin-4-yl]amino}-3-[(trifluoromethyl)sulfanyl]indolizin-2-yl)-1,2,4-oxadiazol-5-yl]methyl}-2-(morpholin-4-yl)-1,3-oxazole-5-carboxamide